CSC1=NC=CC(=N1)O 2-(methylthio)pyrimidin-4-ol